OC(C)(C)[C@@H]1CN(C(O1)=O)C1=CC=C2C=NC(=NC2=C1)NC1=C(C=C2CCN(CC2=C1)C)OC |r| (S and R)-5-(2-hydroxypropan-2-yl)-3-{2-[(6-methoxy-2-meth-yl-1,2,3,4-tetrahydroisoquinolin-7-yl)amino]quinazolin-7-yl}-1,3-oxazolidin-2-one